N-(4-chlorophenyl)-5,5-difluoro-1-{[5-(furan-2-yl)pyridin-3-yl]carbonyl}piperidine-3-carboxamide ClC1=CC=C(C=C1)NC(=O)C1CN(CC(C1)(F)F)C(=O)C=1C=NC=C(C1)C=1OC=CC1